2-[[2-[4-bromo-3-(1-hydroxy-1-methyl-ethyl)anilino]-5-methyl-pyrimidin-4-yl]amino]cyclohexanecarbonitrile BrC1=C(C=C(NC2=NC=C(C(=N2)NC2C(CCCC2)C#N)C)C=C1)C(C)(C)O